2-[4-cyclopropyl-6-(trideuteriomethoxy)pyrimidin-5-yl]-4-[[6-[1-cyclopropyl-4-(trifluoromethyl)imidazol-2-yl]-5-fluoro-3-pyridyl]methoxy]-5-methoxy-pyrimidine C1(CC1)C1=NC=NC(=C1C1=NC=C(C(=N1)OCC=1C=NC(=C(C1)F)C=1N(C=C(N1)C(F)(F)F)C1CC1)OC)OC([2H])([2H])[2H]